(2S,4R)-1-((S)-2-(4-cyclopropyl-1H-1,2,3-triazol-1-yl)-3,3-dimethylbutyryl)-N-((S)-1-(2'-fluoro-[1,1'-biphenyl]-4-yl)ethyl)-4-hydroxypyrrolidine-2-carboxamide C1(CC1)C=1N=NN(C1)[C@H](C(=O)N1[C@@H](C[C@H](C1)O)C(=O)N[C@@H](C)C1=CC=C(C=C1)C1=C(C=CC=C1)F)C(C)(C)C